5-[2-(aminomethyl)-4-fluoro-6-hydroxy-2,3-dihydro-1H-inden-5-yl]-1λ6,2,5-thiadiazolidine-1,1,3-trione NCC1CC2=CC(=C(C(=C2C1)F)N1CC(NS1(=O)=O)=O)O